OC1CC(N(C(C1)(C)C)CCO)(C)C 4-hydroxy-2,2,6,6-tetramethyl-1-piperidineethanol